diethylbenzylimino diacetate C(C)(=O)ON(C(C1=CC=CC=C1)(CC)CC)OC(C)=O